Cl.Cl.ONC(C(CCN1CCC(=CC1)C1=CC=C(C=C1)C#CC1CN(C1)C)(S(=O)(=O)C)C)=O N-hydroxy-2-methyl-4-(4-(4-((1-methylazetidin-3-yl)ethynyl)phenyl)-3,6-dihydropyridin-1(2H)-yl)-2-(methylsulfonyl)butanamide dihydrochloride